COCCNC1=NC(NC=C1)=O methoxyethylcytosine